FC=1C(=CC(=NC1)C)C1=CC(=NN1)C(=O)N1C2(CC2)C[C@H](CC1)C(=O)NC1CCC(CC1)(C(F)(F)F)OC (S)-4-(5-(5-fluoro-2-methylpyridin-4-yl)-1H-pyrazole-3-carbonyl)-N-((1S,4r)-4-methoxy-4-(trifluoromethyl)cyclohexyl)-4-azaspiro[2.5]octane-7-carboxamide